1-[2,6-dichloro-4-(trifluoromethyl)phenyl]-1H-pyrazol-3-carbonitrile ClC1=C(C(=CC(=C1)C(F)(F)F)Cl)N1N=C(C=C1)C#N